CC1(CS1)SSC1(C)CS1 bis(β-epithiopropyl)disulfide